ClC1=NC(=NC(=N1)Cl)N1CCOCC1 2,4-dichloro-6-morpholino-s-triazin